[2-ethyl-4-[[3-[3-(trifluoromethyl)-1H-pyrazol-4-yl]imidazo[1,2-a]pyrazin-8-yl]amino]phenyl]-[4-(piperidine-4-carbonyl)piperazin-1-yl]methanone hydrochloride Cl.C(C)C1=C(C=CC(=C1)NC=1C=2N(C=CN1)C(=CN2)C=2C(=NNC2)C(F)(F)F)C(=O)N2CCN(CC2)C(=O)C2CCNCC2